pyrano[4,3-b]pyridin-5-one N1=C2C(=CC=C1)C(OC=C2)=O